C1(CC1)C=1N=C(OC1C(=O)N1[C@@H](C2=C(CC1)NC=N2)C2=NN1C(C(=CC=C1)F)=C2)C=2C=NN(C2)C (S)-(4-cyclopropyl-2-(1-methyl-1H-pyrazol-4-yl)oxazol-5-yl)(4-(4-fluoropyrazolo[1,5-a]pyridin-2-yl)-1,4,6,7-tetrahydro-5H-imidazo[4,5-c]pyridin-5-yl)methanone